N-(5-((3-((5-fluoropyridin-2-yl)methyl)pyrrolidin-1-yl)methyl)thiazol-2-yl)acetamide FC=1C=CC(=NC1)CC1CN(CC1)CC1=CN=C(S1)NC(C)=O